((5-bromo-2-nitropyridin-3-yl)amino)-2-hydroxybutyric acid ethyl ester C(C)OC(C(CC)(O)NC=1C(=NC=C(C1)Br)[N+](=O)[O-])=O